1-(3-((4-((2,4-dichlorophenyl)amino)-7-methoxyquinazolin-6-yl)oxy)azetidin-1-yl)-prop-2-en-1-one ClC1=C(C=CC(=C1)Cl)NC1=NC=NC2=CC(=C(C=C12)OC1CN(C1)C(C=C)=O)OC